(S)-6-Ethyl-N-((S)-1-(5-(1-methyl-2-oxo-1,2-dihydrochinolin-6-yl)oxazol-2-yl)-7-oxononyl)-6-azaspiro[2.5]octan-1-carboxamid C(C)N1CCC2(C[C@@H]2C(=O)N[C@@H](CCCCCC(CC)=O)C=2OC(=CN2)C=2C=C3C=CC(N(C3=CC2)C)=O)CC1